C(C)OC(=C)C(F)(F)F 2-ethoxy-3,3,3-trifluoro-1-propen